7-methoxy-5H-pyrazino[2,3-b]indole COC=1C=CC=2C3=C(NC2C1)N=CC=N3